C(C1=CC=CC=C1)OC1=C(C(=O)NC2=CC=C(C=C2)N2CCOCC2)C=C(C(=C1)OCC1=CC=CC=C1)C(C)C 2,4-bis(benzyloxy)-5-isopropyl-N-(4-morpholinylphenyl)benzamide